(R)-6-((2-(3-amino-4,4-difluoropiperidin-1-yl)-5-fluoro-1H-benzo[d]imidazol-1-yl)methyl)nicotinonitrile hydrochloride Cl.N[C@@H]1CN(CCC1(F)F)C1=NC2=C(N1CC1=NC=C(C#N)C=C1)C=CC(=C2)F